COS(=O)(=O)CC(F)F methyl-(2,2-difluoroethyl)sulfonic acid